p-bromophenol OC1C=CC(Br)=CC=1